C1=CC=CC=2C(C3=CC=CC=C3C(C12)O)O 9,10-dihydro-9,10-anthracenediol